1-(1-methyl-1H-pyrrolo[2,3-b]pyridin-4-yl)propan-2-one CN1C=CC=2C1=NC=CC2CC(C)=O